tert-butyl N-[1-[2-[4-(3-methyl-2-oxo-1H-benzimidazol-5-yl)phenyl]ethyl]-4-piperidyl]carbamate CN1C(NC2=C1C=C(C=C2)C2=CC=C(C=C2)CCN2CCC(CC2)NC(OC(C)(C)C)=O)=O